3-oxo-butane-1-carbonitrile O=C(CCC#N)C